(R)-1-(3-(2-fluorophenyl)-2-methyl-5-(2-oxo-1,2-dihydropyridin-3-yl)quinolin-6-yl)-3-(2-hydroxybutyl)urea FC1=C(C=CC=C1)C=1C(=NC2=CC=C(C(=C2C1)C=1C(NC=CC1)=O)NC(=O)NC[C@@H](CC)O)C